C(C)C1=NN(C(N1C)=O)C1=CC(=C(C(=O)O)C=C1F)O[C@H](C(F)(F)F)C 4-(3-Ethyl-4-methyl-5-oxo-4,5-dihydro-1H-1,2,4-triazol-1-yl)-5-fluoro-2-{[(2S)-1,1,1-trifluoropropan-2-yl]oxy}benzoic acid